Glycyl-Phenylalanin NCC(=O)N[C@@H](CC1=CC=CC=C1)C(=O)O